citric acid trisodium salt monohydrate O.[Na+].[Na+].[Na+].C(CC(O)(C(=O)[O-])CC(=O)[O-])(=O)[O-]